FC(OC1=CC=C(C=C1)C1=NOC(=N1)N1CCN(CC1)C(=O)NCCCN1CCC(CC1)CC1=NC=CC=C1)F 4-(3-(4-(Difluoromethoxy)phenyl)-1,2,4-oxadiazol-5-yl)-N-(3-(4-(Pyridin-2-ylmethyl)piperidin-1-yl)propyl)piperazin-1-carboxamid